FC(C=1C=C(C=CC1)CC(C)N)(F)F (3-trifluoromethylphenyl)-2-aminopropane